C(\C=C\C(=O)O)(=O)O.C(C)(C)OC(=O)OCOP(OCOC(=O)OC(C)C)(=O)CO[C@@H](CN1C2=NC=NC(=C2N=C1)N)C (R)-[[2-(6-amino-9H-purin-9-yl)-1-methylethoxy]methyl]phosphonic acid bis(isopropoxycarbonyloxymethyl) ester fumarate